O[C@@H]1CN(CC[C@H]1NC=1N=CC2=C(N1)C(=NN2C)C(C)C)C(=O)OC(C)(C)C tert-butyl (3R,4R)-3-hydroxy-4-({3-isopropyl-1-methylpyrazolo[4,3-d]pyrimidin-5-yl}amino)piperidine-1-carboxylate